C(C1=CC=CC=C1)N1CC(C(C1)(F)F)C=1N(C(C2=C(C=CC=C2C1)F)=O)CC1=CC=C(C=C1)OC 3-(1-benzyl-4,4-difluoropyrrolidin-3-yl)-8-fluoro-2-(4-methoxybenzyl)isoquinolin-1(2H)-one